C(C)OC(=O)C1=CNC2=CC=C(C=C2C1=O)I.FC(C1=NN=C(O1)C1=CC=C(C=C1)CN1N=CC(=C1)C=1C=C(C(=O)N)C=CC1)F 3-[1-[[4-[5-(difluoromethyl)-1,3,4-oxadiazol-2-yl]phenyl]methyl]pyrazol-4-yl]benzamide Ethyl-6-iodo-4-oxo-1,4-dihydroquinoline-3-carboxylate